Cl.C(C)(C)(C)OC([C@H](CN)NC(=O)OC(C)(C)C)=O (S)-3-amino-2-((tert-butoxycarbonyl)amino)propionic acid tert-butyl ester hydrochloride